N[C@@H]1CC[C@H](CC1)OC=1C=CC2=C(CC(C=3C(=NC=NC23)N)(C)C)C1N1CCOCC1 8-(trans-4-aminocyclohexyloxy)-5,5-dimethyl-7-morpholino-6H-benzo[H]quinazolin-4-amine